tert-butyl 3-(8-(2-(((tert-butyldimethylsilyl)oxy)methyl)thieno[3,2-b]pyridin-7-yl)-6-(trifluoromethyl)-3,4-dihydroquinolin-1(2H)-yl)azetidine-1-carboxylate [Si](C)(C)(C(C)(C)C)OCC1=CC2=NC=CC(=C2S1)C=1C=C(C=C2CCCN(C12)C1CN(C1)C(=O)OC(C)(C)C)C(F)(F)F